7-(5-{[(1S,2S,4S)-2-hydroxy-4-(trifluoromethoxy)cyclopentyl]carbamoyl}-2-(trifluoromethyl)phenyl)imidazo[1,5-a]Pyridine-3-carboxamide O[C@@H]1[C@H](C[C@@H](C1)OC(F)(F)F)NC(=O)C=1C=CC(=C(C1)C1=CC=2N(C=C1)C(=NC2)C(=O)N)C(F)(F)F